Distyryl-Glycerol C(=CC1=CC=CC=C1)C(C(C(O)C=CC1=CC=CC=C1)O)O